N-methyl-3-nitro-phthalimide CN1C(C=2C(C1=O)=C(C=CC2)[N+](=O)[O-])=O